4-(4-amino-6-(2-chloro-4-(2-fluoroacrylamido)phenyl)pyrazolo[5,1-f][1,2,4]triazin-5-yl)-N-cyclopropyl-2-methoxybenzamide NC1=NC=NN2C1=C(C(=N2)C2=C(C=C(C=C2)NC(C(=C)F)=O)Cl)C2=CC(=C(C(=O)NC1CC1)C=C2)OC